3-methyl-7-Propynyl-Isoquinolone CC=1NC(C2=CC(=CC=C2C1)C#CC)=O